N(N)C(CNC(OC(C)(C)C)=O)=O tert-Butyl 2-hydrazinyl-2-oxoethylcarbamate